N-(1-(3-aminophenyl)-1H-pyrazol-3-yl)-1H-indazol-5-amine NC=1C=C(C=CC1)N1N=C(C=C1)NC=1C=C2C=NNC2=CC1